NC1=CC(=C(C(=C1)F)N1C(C2=CC=C(C=C2C(=C1)C(=C)C(F)(F)F)N1N=C(N(C1=O)CC)COCC1=CC=CC=C1)=O)Cl 2-(4-amino-2-chloro-6-fluorophenyl)-6-(3-((benzyloxy)methyl)-4-ethyl-5-oxo-4,5-dihydro-1H-1,2,4-triazol-1-yl)-4-(3,3,3-trifluoroprop-1-en-2-yl)isoquinolin-1(2H)-one